5-{4-[(2-fluoro-5-nitrophenyl)amino]-2-[(1-methyl-1H-pyrazol-4-yl)amino]pyrimidin-5-yl}-1H-indole-1-carboxylic acid tert-butyl ester C(C)(C)(C)OC(=O)N1C=CC2=CC(=CC=C12)C=1C(=NC(=NC1)NC=1C=NN(C1)C)NC1=C(C=CC(=C1)[N+](=O)[O-])F